BrC1=C2CCOC(C2=CC=C1)CN(C(OC(C)(C)C)=O)C tert-butyl ((5-bromoisochroman-1-yl)methyl)(methyl)carbamate